ethyl 6-(4-methoxyphenyl)-4-methyl-1-(2-morpholinoethyl)-2-oxo-1,8-naphthyridine-3-carboxylate COC1=CC=C(C=C1)C=1C=C2C(=C(C(N(C2=NC1)CCN1CCOCC1)=O)C(=O)OCC)C